N=1N=C(NC1)CN(C(C)=O)C1=CC=C(C=C1)F N-((4H-1,2,4-triazol-3-yl)methyl)-N-(4-fluorophenyl)acetamide